C(C(C)C)[C@@H]1COC=2C(=C(N=C(NS(C=3C=CC=C(C(N1)=O)C3)(=O)=O)N2)C2=C(C=CC=C2)C(C)C)C(F)(F)F (11R)-11-Isobutyl-6-(2-isopropylphenyl)-2,2-dioxo-7-(trifluoromethyl)-9-oxa-2λ6-thia-3,5,12,19-tetrazatricyclo[12.3.1.14,8]nonadeca-1(18),4,6,8(19),14,16-hexaen-13-one